CCCCCCCCCCCCC(CC(CC)=O)=O heptadecane-13,15-dione